ClC1=CC(=NC=2N1N=CC2)CC.[N] nitrogen 7-chloro-5-ethylpyrazolo[1,5-a]pyrimidine